ClC=1C=CC2=C(CC3(CC=4N2C(=NN4)C4CN(C4)C4=NC=CC=N4)OCCO3)C1 8'-Chloro-1'-[1-(pyrimidin-2-yl)azetidin-3-yl]-4'H,6'H-spiro[1,3-dioxolan-2,5'-[1,2,4]triazolo[4,3-a][1]benzazepin]